2-(6-chloropyridazin-3-yl)-2-(2,6-dimethylphenyl)acetamide ClC1=CC=C(N=N1)C(C(=O)N)C1=C(C=CC=C1C)C